CC1=CC=C(C=C1)NC=1C(C2=CC=CC=C2C(C1)=O)=O 2-p-methylphenylamino-1,4-naphthoquinone